FC=1C=CC(=C2C(CCC12)=O)S(=NC(C)=O)(C(F)(F)F)=O N-((7-fluoro-3-oxo-2,3-dihydro-1H-inden-4-yl)(oxo)(trifluoromethyl)-λ6-sulfanylidene)acetamide